CS(=O)(=O)[O-].C(CCCCC)[NH+]1C(=CC=C1)C 1-hexyl-2-methylpyrrolium methanesulfonate